CO[C@@H]1C[C@@H](N(C1)C(=O)C1(CCCC1)C1=CC=C(C=C1)OC)C(=O)OCC1=CC=CC=C1 Benzyl (4R)-4-methoxy-1-{[1-(4-methoxyphenyl)cyclopentyl]carbonyl}-D-prolinate